(R)-4-(1-(4-(3-cyanophenyl)-1-(4-(trifluoromethyl)benzyl)-1H-indole-7-carboxamido)ethyl)benzoic acid C(#N)C=1C=C(C=CC1)C1=C2C=CN(C2=C(C=C1)C(=O)N[C@H](C)C1=CC=C(C(=O)O)C=C1)CC1=CC=C(C=C1)C(F)(F)F